N[C@H](C(=O)NC1=CC=C(C=C1)C=1C(=[N+](C=CC1C(F)(F)F)[O-])C)C1CC=C(CC1)F 3-(4-((2S)-2-amino-2-(4-fluorocyclohex-3-en-1-yl)acetamido)phenyl)-2-methyl-4-(trifluoromethyl)pyridine 1-oxide